Cl.ClC1=CC2=C(S1)[C@@]1(C[C@@H](N[C@@H](C1)C=1N=NN(C1)C)C)OCC2 (2'S,6'S,7S)-2-chloro-2'-methyl-6'-(1-methyltriazol-4-yl)spiro[4,5-dihydrothieno[2,3-c]pyran-7,4'-piperidine] hydrochloride salt